C(O)N1C(=O)NC(=O)C1(C)C methyloldimethylhydantoin